ethyl 3-(2-(((6-(2-(7-chloroimidazo[1,5-a]pyridin-1-yl)acetamido)pyrimidin-4-yl)amino)methyl)-6-cyclopropylimidazo[1,2-a]pyridin-8-yl)-2,2-dimethylpropanoate ClC1=CC=2N(C=C1)C=NC2CC(=O)NC2=CC(=NC=N2)NCC=2N=C1N(C=C(C=C1CC(C(=O)OCC)(C)C)C1CC1)C2